NC1CC(N(C1)C1=CC=C(C=C1)S(=O)(=O)N1CCN(CC1)C1=NC(=CC(=N1)C1CC1)C(C1=CC=CC=C1)(F)F)=O 4-Amino-1-[4-[4-[4-cyclopropyl-6-[difluoro(phenyl)methyl]pyrimidin-2-yl]piperazin-1-yl]sulfonylphenyl]pyrrolidin-2-one